(S)-2-Amino-7-((tert-butoxycarbonyl)amino)heptanoic acid N[C@H](C(=O)O)CCCCCNC(=O)OC(C)(C)C